C(CCCCCCCCCCCC)(=O)N tridecylic acid amide